O=C1N(C(C2=CC=CC=C12)=O)CC(=O)NCC 2-(1,3-dioxoisoindolin-2-yl)-N-ethylacetamide